BrC1=C(C=C(C=C1)C(F)(F)F)NC(=S)N 1-(2-bromo-5-(trifluoromethyl)phenyl)thiourea